C(C)(C)NC(O[C@H]1C[C@H](CC1)C1=CC(=NN1C(C)(C)C)NC1=CC=C(C=2S(CCC21)(=O)=O)F)=O (1R,3S)-3-(1-(tert-butyl)-3-((7-fluoro-1,1-dioxido-2,3-dihydrobenzo[b]thiophen-4-yl)amino)-1H-pyrazol-5-yl)cyclopentyl isopropylcarbamate